O=C1N(CC2=CC(=CC=C12)CNC1CCC=2C=CC=NC2C1)C1C(NC(CC1)=O)=O 3-(1-oxo-5-(((5,6,7,8-tetrahydroquinolin-7-yl)amino)methyl)isoindolin-2-yl)piperidine-2,6-dione